F[C@@H]1CN(C[C@H]1NC(C1=C(N=CC(=C1)B1OC(C(O1)(C)C)(C)C)OC)=O)C(=O)OCC(F)(F)F 2,2,2-trifluoroethyl (3R,4R)-3-fluoro-4-(2-methoxy-5-(4,4,5,5-tetramethyl-1,3,2-dioxaborolan-2-yl)nicotinamido)pyrrolidine-1-carboxylate